3-n-butyl-5-sec-butyl-1-ethyl-4-hydroxy-pyrazole C(CCC)C1=NN(C(=C1O)C(C)CC)CC